FC(C)(F)C1CN(C1)CC[C@@H](C)[C@H]1CC[C@H]2\C(\CCC[C@]12C)=C\C=C1C[C@H](C[C@@H](C1)O)O (1R,3R)-5-(2-((1R,3aS,7aR,E)-1-((R)-4-(3-(1,1-difluoroethyl)azetidin-1-yl)butan-2-yl)-7a-methyl-octahydro-4H-inden-4-ylidene)ethylidene)cyclohexane-1,3-diol